(cyclopentyl)methanone C1(CCCC1)C=O